C(C=C)C1=C(NOC2=C1C=CC=C2)CC=C Bisallyl-benzoxazine